3-benzoylbenzo[F]Coumarin C1=CC=C(C=C1)C(=S)N